BrC1=C2C(=CN=C1)N(CC2)C(=O)C2=C(C=CC=C2)F (4-bromo-2,3-dihydro-1H-pyrrolo[2,3-c]pyridin-1-yl)(2-fluorophenyl)methanone